N-(1-(3-chloro-5-(2,2,2-trifluoroethoxy)phenyl)cyclopropyl)-3-(2,6-difluorophenyl)-3-hydroxybutanamide ClC=1C=C(C=C(C1)OCC(F)(F)F)C1(CC1)NC(CC(C)(O)C1=C(C=CC=C1F)F)=O